The molecule is a non-proteinogenic amino acid derivative that is the methyl ester of N-(2,6-dichlorobenzoyl)-3-(2-phenoxy-6-quinolyl)alanine. It is a dichlorobenzene, a non-proteinogenic amino acid derivative, a member of quinolines and an aromatic ether. It derives from a N-(2,6-dichlorobenzoyl)-3-(2-phenoxy-6-quinolyl)alanine. COC(=O)C(CC1=CC2=C(C=C1)N=C(C=C2)OC3=CC=CC=C3)NC(=O)C4=C(C=CC=C4Cl)Cl